C1N(CCC2=CC=CC=C12)C[C@H](CN1C(C=2C=CC(=NC2CC1)OC1CCN(CC1)C1COC1)=O)O 6-[(2R)-3-(3,4-Dihydro-1H-isochinolin-2-yl)-2-hydroxypropyl]-2-[[1-(oxetan-3-yl)-4-piperidyl]oxy]-7,8-dihydro-1,6-naphthyridin-5-on